5,7-dichloro-2-methyl-3-((2-(trimethylsilyl)ethoxy)methyl)-3H-imidazo[4,5-b]pyridine ClC1=CC(=C2C(=N1)N(C(=N2)C)COCC[Si](C)(C)C)Cl